Cl.N1=CC(=C2N1C=CC=N2)C(=O)O pyrazolo[1,5-a]pyrimidine-3-carboxylic acid hydrochloride